4-(3,4-dichlorophenyl)piperazine ClC=1C=C(C=CC1Cl)N1CCNCC1